4-(cyclohexane-carbonyl)-N-hydroxy-3,4-dihydro-2H-benzo[b][1,4]oxazine-6-carboxamide C1(CCCCC1)C(=O)N1C2=C(OCC1)C=CC(=C2)C(=O)NO